2-(2-chlorophenyl)-5-(5,8-dimethoxy-1,2,3,4-tetrahydronaphthalen-2-yl)-4,5,6,7-tetrahydro-3H-imidazo[4,5-c]pyridine ClC1=C(C=CC=C1)C1=NC2=C(CN(CC2)C2CC3=C(C=CC(=C3CC2)OC)OC)N1